(6-(3-(3-phenoxyphenyl)isoxazolidin-2-yl)pyrimidin-4-yl)benzene-1,3-diamine O(C1=CC=CC=C1)C=1C=C(C=CC1)C1N(OCC1)C1=CC(=NC=N1)C1=C(C=CC=C1N)N